B(C1=C(SC(=C1)CCCC)S(=O)(=O)NC(C)(C)C)(O)O 5-BUTYL-2-(N-TERT-BUTYLSULFAMOYL)THIOPHEN-3-YLBORONIC ACID